C(C)N1C(=NN(C1=O)C=1C=C2C(=CN(C(C2=CC1F)=O)C1=C(C=CC=C1F)C)C(C)C)CO 6-(4-ethyl-3-(hydroxymethyl)-5-oxo-4,5-dihydro-1H-1,2,4-triazol-1-yl)-7-fluoro-2-(3-fluoro-2-tolyl)-4-isopropylisoquinolin-1(2H)-one